ClC1=NC=CC(=N1)C1=C(C2=C(N(C(=N2)C(F)F)C(C)C)C=C1)F (2-Chloropyrimidin-4-yl)-2-(difluoromethyl)-4-fluoro-1-isopropyl-1H-benzo[d]imidazole